triflimidic acid N(S(=O)(=O)C(F)(F)F)S(=O)(=O)C(F)(F)F